tert-butyl (4-(bis(4-methoxybenzyl)amino)-2-(ethylthio)-6-(hydroxymethyl)pyrimidin-5-yl)carbamate COC1=CC=C(CN(C2=NC(=NC(=C2NC(OC(C)(C)C)=O)CO)SCC)CC2=CC=C(C=C2)OC)C=C1